FC1=CC=C(C=C1)NC(=O)C1=NN(C(=CC1=O)C)C1=CC=CC=C1 N-(4-fluorophenyl)-6-methyl-4-oxo-1-phenyl-1,4-dihydropyridazine-3-carboxamide